tert-butyl N-[(3R)-5-[(4-chlorophenyl)methyl]-7-[2-(5,5-difluoro-1-methylsulfonyl-3-piperidyl)tetrazol-5-yl]-8-fluoro-1,1,4-trioxo-2,3-dihydro-1λ6,5-benzothiazepin-3-yl]carbamate ClC1=CC=C(C=C1)CN1C([C@H](CS(C2=C1C=C(C(=C2)F)C=2N=NN(N2)C2CN(CC(C2)(F)F)S(=O)(=O)C)(=O)=O)NC(OC(C)(C)C)=O)=O